OC1=NC=2N(C=C1)N=CC2C(=O)OCC ethyl 5-hydroxypyrazolo[1,5-a]pyrimidine-3-carboxylate